CC1(CCN(CC1)C(C)=O)C(=O)N1N=CCC1C1=CC=CC=C1 1-(4-methyl-4-(5-phenyl-4,5-dihydro-1H-pyrazole-1-carbonyl)piperidin-1-yl)ethanone